BrC=1C=C(C=CC1OC[C@H](CCl)O)C(C)(C)C1=CC=C(OC[C@@H](CN2N=NC(=C2I)CO)O)C=C1 (R)-1-(4-(2-(3-bromo-4-((R)-3-chloro-2-hydroxypropoxy)phenyl)propan-2-yl)phenoxy)-3-(4-(hydroxymethyl)-5-iodo-1H-1,2,3-triazol-1-yl)propan-2-ol